dipropyl-ethyl-phosphine oxide C(CC)P(CC)(CCC)=O